2-(2,2,2-trifluoroethoxy)-8-(4-(1-((2-(trimethylsilyl)ethoxy)methyl)-1H-1,2,4-triazol-3-yl)phenyl)pyrido[4,3-d]pyrimidin-7(6H)-one FC(COC=1N=CC=2C(N1)=C(C(NC2)=O)C2=CC=C(C=C2)C2=NN(C=N2)COCC[Si](C)(C)C)(F)F